4-(4-fluorophenyl)piperidine-4-carbonitrile FC1=CC=C(C=C1)C1(CCNCC1)C#N